(5,7-difluoro-1-naphthyl)trifluoromethanesulfonate FC1=C2C=CC=C(C2=CC(=C1)F)OS(=O)(=O)C(F)(F)F